FC(C=1C=C(C=C(C1)C(F)(F)F)NC(=O)N)(F)F [3,5-bis(trifluoromethyl)phenyl]urea